BrCCCN(C(=O)[C@H]1N(CCC1)C1=NC(=CC(=C1)C(F)(F)F)C)C1=CC(=C(C=C1)F)Cl (S)-N-(3-bromopropyl)-N-(3-chloro-4-fluorophenyl)-1-(6-methyl-4-(trifluoromethyl)pyridin-2-yl)pyrrolidine-2-carboxamide